ClC=1C=C(C=C(C1CC1=CC(=C(C=C1)O)C(C)C)Cl)NC(CC(=O)OC)=O Methyl 3-((3,5-dichloro-4-(4-hydroxy-3-isopropylbenzyl) phenyl) amino)-3-oxopropanoate